N-(1-ethylpiperidin-4-yl)-2-[1-(pyridin-3-yl)-1H-pyrazol-4-yl]-1,3-thiazole-4-carboxamide C(C)N1CCC(CC1)NC(=O)C=1N=C(SC1)C=1C=NN(C1)C=1C=NC=CC1